N-(4-(1,3,2-dithiarsolan-2-yl)phenyl)-5-benzyl-N-(piperidin-4-ylmethyl)-1,2,4-oxadiazole-3-carboxamide S1[As](SCC1)C1=CC=C(C=C1)N(C(=O)C1=NOC(=N1)CC1=CC=CC=C1)CC1CCNCC1